N-[5-[5-(difluoromethyl)-2-[[(1R,5S)-3-oxa-9-azabicyclo[3.3.1]nonan-7-yl]oxy]phenyl]pyrazolo[1,5-a]pyridin-2-yl]cyclopropanecarboxamide FC(C=1C=CC(=C(C1)C1=CC=2N(C=C1)N=C(C2)NC(=O)C2CC2)OC2C[C@H]1COC[C@@H](C2)N1)F